O[C@@H]1C[C@H](N(C1)C(=O)[C@H](C(C)(C)C)N1N=NC(=C1)CC1=CC=C(C(=O)OC)C=C1)C(NC)=O methyl 4-[[1-[(1S)-1-[(2S,4R)-4-hydroxy-2-(methylcarbamoyl)pyrrolidine-1-carbonyl]-2,2-dimethyl-propyl]triazol-4-yl]methyl]benzoate